20,22-dimethyl-16-[(4-methylpiperazin-1-yl)methyl]-7,8,15,16-tetrahydro-18,21-etheno-9,13-(metheno)-6,14,17-trioxa-2-thia-3,5-diazacyclononadeca[1,2,3-cd]indene-7-carboxylate CC=1C=C2OC(COC=3C=CC=C(CC(OC=4C=5C(=CSC5N=CN4)C1C(=C2)C)C(=O)[O-])C3)CN3CCN(CC3)C